NC1=NC=C(C=C1C=1C=C2CCNC(C2=CC1)=O)C1=CC=C(C=C1)N1CCN(CC1)CC(F)F 6-(2-amino-5-(4-(4-(2,2-difluoroethyl)piperazin-1-yl)phenyl)pyridin-3-yl)-3,4-dihydroisoquinolin-1(2H)-one